C(C1=CC=CC=C1)OC1=CC=C(C=C1)C1(CCOCC1)N1C(NCC(C1)(F)F)=O 1-(4-(4-(benzyloxy)phenyl)tetrahydro-2H-pyran-4-yl)-5,5-difluorotetrahydro-pyrimidin-2(1H)-one